(R)-4-((2-(((1,4-Dimethyl-1H-pyrazol-3-yl)(1-methylcyclopropyl)methyl)amino)-3,4-dioxocyclobut-1-en-1-yl)amino)-3-hydroxy-N,N-dimethylpicolinamide CN1N=C(C(=C1)C)[C@@H](C1(CC1)C)NC1=C(C(C1=O)=O)NC1=C(C(=NC=C1)C(=O)N(C)C)O